O[C@H]1[C@H](O[C@@]2(CCCO2)[C@@H]([C@H]1N1N=NC(=C1)C1=CC(=C(C(=C1)F)F)F)OCC(=O)NC1=CC=CC=C1)CO 2-(((5S,7R,8R,9S,10R)-8-hydroxy-7-(hydroxymethyl)-9-(4-(3,4,5-trifluorophenyl)-1H-1,2,3-triazol-1-yl)-1,6-dioxaspiro[4.5]dec-10-yl)oxy)-N-phenylacetamide